CC1=C(S[C@@]2(N1CC3=CN=C(N=C3N2)C)[C@H](C)O)CCOP(=O)(O)OP(=O)(O)O The molecule is a pyrimidinothiazolopyrimidine that is dihydrothiochrome diphosphate in which the hydrogen at position 9a has been replaced by a 2-hydroxyethyl group. It is a pyrimidinothiazolopyrimidine, an organic diphosphate and a secondary alcohol.